3-(4-cyano-3,5-difluorophenyl)propionic acid tert-butyl ester C(C)(C)(C)OC(CCC1=CC(=C(C(=C1)F)C#N)F)=O